bis-(hydroxyethyl)-isopropylamine OCCN(C(C)C)CCO